NC=1C=C2CN(C(C2=CC1)=O)CCN(C)C 5-amino-2-(2-(dimethylamino)ethyl)isoindolin-1-one